2'-cyclobutyl-6-({(1R,3R)-3-[(1,4,4-trimethyl-L-prolyl)amino]cyclopentyl}oxy)[1,1'-biphenyl]-3-carboxylic acid C1(CCC1)C1=C(C=CC=C1)C1=CC(=CC=C1O[C@H]1C[C@@H](CC1)NC([C@H]1N(CC(C1)(C)C)C)=O)C(=O)O